ClC1=C(C=CC(=C1F)NC=1C2=C(N=CN1)C=C(C(=N2)N2[C@@H]1CN([C@H](C2)C1)C(C=C)=O)F)C1(CCC1)C#N 1-[2-chloro-3-fluoro-4-[[7-fluoro-6-[(1S,4S)-5-prop-2-enoyl-2,5-diazabicyclo[2.2.1]heptan-2-yl]pyrido[3,2-d]pyrimidin-4-yl]amino]phenyl]cyclobutanecarbonitrile